OC1=CC(CC(C1)(C)C)=O 3-hydroxy-5,5-dimethylcyclohex-2-en-1-one